N-(4-chloro-1H-indol-6-yl)-5-(1-methyl-1H-pyrazol-3-yl)-1H-1,3-benzodiazol-2-amine ClC1=C2C=CNC2=CC(=C1)NC1=NC2=C(N1)C=CC(=C2)C2=NN(C=C2)C